Indole-2(1H)-one N1C(CC2=CC=CC=C12)=O